3-(difluoromethyl)-1-methyl-N'-(4-(2,3,6-trimethylphenoxy)phenyl)-1H-pyrazole-4-carbohydrazide FC(C1=NN(C=C1C(=O)NNC1=CC=C(C=C1)OC1=C(C(=CC=C1C)C)C)C)F